C(C)(C)(C)OC(=O)NC1=CC=C(C=C1)C1NCCCC1C(=O)OCC racemic-ethyl 2-(4-((tert-butoxycarbonyl)-amino)phenyl)piperidine-3-carboxylate